ethyl-(7E)-9-oxo-7-nonenoic acid C(C)C(C(=O)O)CCCC\C=C\C=O